ClC=1C=CC(=C(C(=O)O)C1)NC1=C(C=NC2=CC=C(C=C12)Cl)S(=O)(=O)N1CCSCC1 5-chloro-2-[(6-chloro-3-thiomorpholinosulfonyl-4-quinolyl)amino]benzoic acid